C1=C(C=CC=2OC3=C(C21)C=CC=C3)[C@@H](C)NC=3C(N(C(=NN3)SC)CC(=O)OCCCC)=O butyl (R)-2-(6-((1-(dibenzo[b,d]furan-2-yl)ethyl)amino)-3-(methylthio)-5-oxo-1,2,4-triazin-4(5H)-yl)acetate